COCC(C#C[Si](C)(C)C)=O methoxy-4-(trimethylsilyl)but-3-yn-2-one